(±)-tert-butyl (1S,2S,3R,5R)-3-((3-(4-bromo-2-hydroxyphenyl)-1,2,4-triazin-6-yl)oxy)-2-fluoro-9-azabicyclo[3.3.1]nonane-9-carboxylate BrC1=CC(=C(C=C1)C=1N=NC(=CN1)O[C@H]1[C@H]([C@@H]2CCC[C@H](C1)N2C(=O)OC(C)(C)C)F)O |r|